2-(1'-ethyl-pentyl)-3-hydroxyethyl-1,3-oxazolidine C(C)C(CCCC)C1OCCN1CCO